2-aminobenzo[d]thiazol-6-ylboronic acid pinacol ester NC=1SC2=C(N1)C=CC(=C2)B2OC(C)(C)C(C)(C)O2